C(CCCCCCCCCCCCCCCCCCCCC)OOCCCCCCCCCCCCCCCCCCCCCC behenyl peroxide